(R)-3-(3,4-dihydroxyphenyl)-2-hydroxypropionic acid benzyl ester C(C1=CC=CC=C1)OC([C@@H](CC1=CC(=C(C=C1)O)O)O)=O